CC1(CCC=C(C1)C(C)=O)C 1-(5,5-dimethylcyclohex-1-en-1-yl)ethan-1-one